NCCCO[Si](OC)(OC)CCCN beta-aminoethyl-gamma-aminopropyl-trimethoxysilane